O=C1N(CCC(N1)=O)C=1C(=C(OCC2=CC=C(C=O)C=C2)C=CC1)C 4-((3-(2,4-dioxotetrahydropyrimidin-1(2H)-yl)-2-methylphenoxy)methyl)benzaldehyde